COC(CN1CCN(CC1)C(=O)OC(C)(C)C)=O tert-butyl 4-(2-methoxy-2-oxo-ethyl)piperazine-1-carboxylate